FC1=CC=C(OC2=CC=C(C=C2)C2=CC(=CC(=N2)C(=O)N)N2CCN(CC2)C2=NC=CC=N2)C=C1 6-(4-(4-fluorophenoxy)phenyl)-4-(4-(pyrimidin-2-yl)piperazin-1-yl)picolinamide